1-(piperidine-1-carbonyl)piperidin-4-one N1(CCCCC1)C(=O)N1CCC(CC1)=O